(S)-7-(3-(2-(5-Tosyl-5H-pyrrolo[2,3-b]pyrazin-7-yl-6-d)thiazol-4-yl)phenyl)-6,7-dihydro-5H-pyrrolo[1,2-a]imidazol-7-ol S(=O)(=O)(C1=CC=C(C)C=C1)N1C(=C(C=2C1=NC=CN2)C=2SC=C(N2)C=2C=C(C=CC2)[C@]2(CCN1C2=NC=C1)O)[2H]